5-chloro-3-((3-fluorobenzyl)sulfonyl)-2-hydroxy-1H-indole-1-carboxylic acid phenyl ester C1(=CC=CC=C1)OC(=O)N1C(=C(C2=CC(=CC=C12)Cl)S(=O)(=O)CC1=CC(=CC=C1)F)O